C(C)(C)(C)OC(=O)[C@@H](C(=O)O)CC1=CC=CC=C1 (2R)-2-(tert-Butoxycarbonyl)-3-phenyl-propionic acid